ClC=1C=C(C=C(C1OC1=NNC(C2=C(C=CC(=C12)F)F)=O)Cl)N1C(NC(C(=C1)C#N)=O)=O (3,5-dichloro-4-((5,8-difluoro-4-oxo-3,4-dihydro-phthalazin-1-yl)oxy)phenyl)-2,4-dioxo-1,2,3,4-tetrahydropyrimidine-5-carbonitrile